6-methyl-1-tosyl-4-{2-[4-(2-(2,2,4-trimethyl-3-oxopiperazin-1-yl)ethoxy)phenyl]quinolin-6-yl}-1H-pyrrolo[2,3-c]pyridin-7(6H)-one CN1C(C2=C(C(=C1)C=1C=C3C=CC(=NC3=CC1)C1=CC=C(C=C1)OCCN1C(C(N(CC1)C)=O)(C)C)C=CN2S(=O)(=O)C2=CC=C(C)C=C2)=O